FC=1C=C(C=CC1C=1C=NC(=CC1)C=1N=NN(N1)CCC)N1C(O[C@H](C1)C(CF)O)=O (R)-3-(3-fluoro-4-(6-(2-propyl-2H-tetrazol-5-yl)pyridin-3-yl)phenyl)-5-(1-hydroxy-2-fluoro-ethyl)oxazolidin-2-one